ethylhexyl acrylate (ethylhexyl acrylate) C(C)C=C(C(=O)O)CCCCCC.C(C=C)(=O)OC(CCCCC)CC